CC1N(C=C(C=C1)OCC)C=1SC(=CC1)Cl methyl-N-(5-chlorothiophene-2-yl)-5-ethoxypyridine